4-(((2-Fluoro-3-(morpholinylmethyl)phenyl)amino)methyl)-2-(6-methylpyridin-2-yl)-1H-imidazole FC1=C(C=CC=C1CN1CCOCC1)NCC=1N=C(NC1)C1=NC(=CC=C1)C